2-(7-methyl-4,5-dihydropyrrolo[1,2-a]quinoxalin-4-yl)aniline CC=1C=C2NC(C=3N(C2=CC1)C=CC3)C3=C(N)C=CC=C3